(E)-3-{3-[3-(2,4-Diamino-6-ethylpyrimidin-5-yloxy)propoxy]phenyl}-N-hydroxyacrylamide hydrochloride Cl.NC1=NC(=C(C(=N1)N)OCCCOC=1C=C(C=CC1)/C=C/C(=O)NO)CC